COC(CCN(C(=O)N)C1=NN(C2=CC(=CC=C12)N1CC2(C1)CCN(CC2)C(=O)OC(C)(C)C)C)=O tert-butyl 2-(3-(1-(3-methoxy-3-oxopropyl)ureido)-1-methyl-1H-indazol-6-yl)-2,7-diazaspiro[3.5]nonane-7-carboxylate